N-methyl-N-tert-butyl-2-(4-methylpiperazin-1-yl)ethylamine CN(C(C)(C)C)CCN1CCN(CC1)C